3-(2-{[3-chloro-4-(4-methylpiperazin-1-yl)phenyl]amino}pyrimidin-4-yl)-N-[(1S,2R)-2-hydroxycyclohexyl]-1-methyl-1H-pyrazole-5-carboxamide ClC=1C=C(C=CC1N1CCN(CC1)C)NC1=NC=CC(=N1)C1=NN(C(=C1)C(=O)N[C@@H]1[C@@H](CCCC1)O)C